C(CCCCCCCC)N(CCC(=O)OCCN1C(N(C(N(C1=O)CCOC(CCN(CCCCCCCCC)CCCCCCCCC)=O)=O)CCOC(CCN(CCCCCCCCC)CCCCCCCCC)=O)=O)CCCCCCCCC (2,4,6-trioxo-1,3,5-triazinane-1,3,5-triyl)tris(ethane-2,1-diyl) tris(3-(dinonylamino)propanoate)